3,4-dimethoxy-5-bromobenzaldehyde COC=1C=C(C=O)C=C(C1OC)Br